N1=CN=CC(=C1)C1=C2CCO[C@H](C2=CC=C1)CNC(OC(C)(C)C)=O (R)-tert-butyl (5-(pyrimidin-5-yl)isochroman-1-yl)methylcarbamate